CNS(=O)(=O)NCCCN(CCCCCCCC(=O)OC(CCCCCCCC)CCCCCCCC)CCCCCCCC(OC(CC)CCCCCCCC)=O Heptadecan-9-yl 8-((3-((N-methylsulfamoyl)amino)propyl)(8-oxo-8-(undecan-3-yloxy)octyl)amino)octanoate